(R,S) or (R,R)-1-(difluoro-methyl)-N'-((3-methyl-1,2,3,5,6,7-hexahydro-dicyclopenta[b,e]pyridin-8-yl)carbamoyl)-1H-pyrazole-3-sulfonimidamide FC(N1N=C(C=C1)[S@@](=O)(N)=NC(NC1=C2C(=NC3=C1CCC3)[C@H](CC2)C)=O)F |o1:22|